C(CCCCCCCCCCCCCCCCCCC)[N+](C)(C)C eicosyl-trimethylammonium